4-[5-(3,4-difluorophenyl)-1-(2,2-dimethylpropanoyl)-6-isopropyl-pyrrolo[2,3-f]indazol-7-yl]-1-hydroxy-cyclohexanecarbonitrile FC=1C=C(C=CC1F)N1C(=C(C2=C1C=C1C=NN(C1=C2)C(C(C)(C)C)=O)C2CCC(CC2)(C#N)O)C(C)C